ClC=1C=CC=C2C(C=C(OC12)C1=C(O[C@@H]2C[C@H](NC2)C(=O)OC)C=C(C=C1)C(F)(F)F)=O methyl (2S,4R)-4-[2-(8-chloro-4-oxo-chromen-2-yl)-5-(trifluoromethyl)phenoxy]pyrrolidine-2-carboxylate